[6-(5-chloro-1,3-benzothiazol-2-yl)spiro[3.3]heptan-2-yl]pyridine-4-carboxamide ClC=1C=CC2=C(N=C(S2)C2CC3(CC(C3)C3=NC=CC(=C3)C(=O)N)C2)C1